2-(3-((1S,3r)-1-(4-methyl-4H-1,2,4-triazol-3-yl)-3-((S)-methylsulfinyl)cyclobutyl)phenyl)-6-(((1-methylcyclobutyl)amino)methyl)-4-(trifluoromethyl)isoindolin-1-one CN1C(=NN=C1)C1(CC(C1)[S@@](=O)C)C=1C=C(C=CC1)N1C(C2=CC(=CC(=C2C1)C(F)(F)F)CNC1(CCC1)C)=O